1-(1-oxa-4,9-diazaspiro[5.5]undec-4-yl)ethan-1-one O1CCN(CC12CCNCC2)C(C)=O